N=1C=CN2C1C=C(C=C2)NC(C(=O)N2[C@H](CC[C@@H](C2)C)C2=CC=C1C=CC(=NC1=C2)C2CCN(CC2)C)=O N-(imidazo[1,2-a]pyridin-7-yl)-2-((2R,5S)-5-methyl-2-(2-(1-methylpiperidin-4-yl)quinolin-7-yl)piperidin-1-yl)-2-oxoacetamide